N[C@H](C(=O)N[C@@H](CC1=CC=C(C=C1)F)CC(=O)NC1=CC2=CC=CC=C2C=C1)CCCN (S)-2,5-diamino-N-((S)-1-(4-fluorophenyl)-4-(naphthalen-2-ylamino)-4-oxobutan-2-yl)pentanamide